O=C1NC(CCC1N1C(C2=C(C=C(C=C2C1=O)CN1CCN(CC1)C1=CC(=C(C=C1)NC1=NC=C(C(=C1)NC1=C(C(=O)NC)C=CC=C1)C(F)(F)F)OC)F)=O)=O 2-((2-((4-(4-((2-(2,6-dioxopiperidin-3-yl)-7-fluoro-1,3-dioxoisoindolin-5-yl)methyl)piperazin-1-yl)-2-methoxyphenyl)amino)-5-(trifluoromethyl)pyridin-4-yl)amino)-N-methylbenzamide